NC=CCC=1C(NC(NC1)=O)=O 3-aminoallyluracil